1-[5-[[3-(diethylamino)-1-oxopropyl]amino]-2-(1-methylethyl)phenyl]-5-(2,6-dimethoxyphenyl)-1H-pyrazole-3-carboxylic acid C(C)N(CCC(=O)NC=1C=CC(=C(C1)N1N=C(C=C1C1=C(C=CC=C1OC)OC)C(=O)O)C(C)C)CC